(R)-3-(tert-butyldithio)-2-(methylamino)propionic acid C(C)(C)(C)SSC[C@@H](C(=O)O)NC